[2-(7-Fluoro-2,4-dimethyl-indol-1-yl)-ethyl]-[6-(4-oxazol-5-yl-phenyl)-pyrimidin-4-yl]-amine FC=1C=CC(=C2C=C(N(C12)CCNC1=NC=NC(=C1)C1=CC=C(C=C1)C1=CN=CO1)C)C